O=C1N(CCC1)C=1C=CC(=NC1)C=1C=NC=C(C1)C1=C2C(=NC=C1)NC(=C2)C(=O)OC methyl 4-(5-(2-oxopyrrolidin-1-yl)-[2,3'-bipyridin]-5'-yl)-1H-pyrrolo[2,3-b]pyridine-2-carboxylate